5-amino-3-(7-(aminomethyl)-1H-indol-4-yl)-1-isopropyl-1H-pyrazole-4-carbonitrile NC1=C(C(=NN1C(C)C)C1=C2C=CNC2=C(C=C1)CN)C#N